(1R,2S,5S)-3-[(2S)-4-hydroxy-3,3-dimethyl-2-[[(3R)-tetrahydrofuran-3-carbonyl]amino]butanoyl]-6,6-dimethyl-3-azabicyclo[3.1.0]hexane-2-carboxylic acid OCC([C@@H](C(=O)N1[C@@H]([C@H]2C([C@H]2C1)(C)C)C(=O)O)NC(=O)[C@H]1COCC1)(C)C